O1C(OCC1)C1=CC(=C(S1)C)[C@@H]1N(CCC2=CC=C(C=C12)Cl)C(=O)OC(C)(C)C tert-butyl (R)-1-(5-(1,3-dioxolan-2-yl)-2-methylthiophen-3-yl)-7-chloro-3,4-dihydroisoquinoline-2(1H)-carboxylate